CN1C(=NC2=C1C=CC(=C2N2C[C@H](CC2)NC(OC(C)(C)C)=O)C)C(F)(F)F tert-butyl (S)-(1-(1,5-dimethyl-2-(trifluoromethyl)-1H-benzo[d]imidazole-4-yl)pyrrolidine-3-yl)carbamate